1-(4-((6-fluoro-5-methylpyridin-3-yl)methyl)pyridin-2-yl)-1,5,6,7-tetrahydro-4H-pyrazolo[4,3-c]pyridin-4-one FC1=C(C=C(C=N1)CC1=CC(=NC=C1)N1N=CC=2C(NCCC21)=O)C